3-amino-6-(2,5-dimethyl-1,2,3,4-tetrahydroisoquinolin-7-yl)-N-(pyridin-4-yl)pyrazine-2-carboxamide NC=1C(=NC(=CN1)C1=CC(=C2CCN(CC2=C1)C)C)C(=O)NC1=CC=NC=C1